7-((5-(4-hydroxypiperidin-1-yl)pyridin-2-yl)amino)-4-(pyrazolo[1,5-a]pyridin-4-yl)-2,3-dihydro-1H-pyrrolo[3,4-c]pyridin-1-one OC1CCN(CC1)C=1C=CC(=NC1)NC=1C2=C(C(=NC1)C=1C=3N(C=CC1)N=CC3)CNC2=O